NC1=NC2=CC=C(C=C2C=C1Br)C(=O)N([C@H](C)C1=NC=CC=N1)CC=1N=NC(=CC1)C1CC1 2-amino-3-bromo-N-((6-cyclopropyl-3-pyridazinyl)methyl)-N-((1R)-1-(2-pyrimidinyl)ethyl)-6-quinolinecarboxamide